3-bromo-2-[(4-chloro-2-fluoro-phenyl)methoxy]pyridine BrC=1C(=NC=CC1)OCC1=C(C=C(C=C1)Cl)F